C(CCC)(=O)OC1=C(N(C2=CC=C(C=C12)C)C)C (1,2,5-trimethyl-1H-indole-3-yl) butyrate